(2R)-N-[3-[tert-Butyl(dimethyl)silyl]oxy-7-fluoro-2-formyl-indan-5-yl]-2-(dimethylamino)propanamide [Si](C)(C)(C(C)(C)C)OC1C(CC2=C(C=C(C=C12)NC([C@@H](C)N(C)C)=O)F)C=O